4-(2'-amino-5-(dimethylcarbamoyl)-[2,3'-bipyridyl]-5'-yl)-N-(pyridin-4-ylmethyl)-1H-pyrrolo[2,3-b]pyridine-2-carboxamide NC1=NC=C(C=C1C1=NC=C(C=C1)C(N(C)C)=O)C1=C2C(=NC=C1)NC(=C2)C(=O)NCC2=CC=NC=C2